CCCCC/C=C\\C/C=C\\[C@@H]([C@H](CCCCCC(=O)O)O)O The molecule is a dihydroxy monocarboxylic acid that is the 7(S),8(S)-dihydroxy derivative of linoleic acid. It is an octadecanoid and a dihydroxy monocarboxylic acid. It derives from a linoleic acid. It is a conjugate acid of a 7(S),8(S)-DiHODE(1-).